ClC=1C=C(C=CC1)C#C\C=C/1\C(N(CC1)C(=O)N1CCCC1)(C)C {(3E)-3-[3-(3-chlorophenyl)prop-2-yn-1-ylidene]-2,2-dimethylpyrrolidin-1-yl}(pyrrolidin-1-yl)methanone